FC=1C=C(C=C2C(=C(NC12)C1=CC=C(C=C1)F)C1CC(C1)N)C(F)(F)F 3-[7-fluoro-2-(4-fluorophenyl)-5-(trifluoromethyl)-1H-indol-3-yl]cyclobutanamine